(E)-6-(4-fluoro-3-methoxystyryl)nicotinic acid FC1=C(C=C(/C=C/C2=NC=C(C(=O)O)C=C2)C=C1)OC